4,7-diazaspiro[2.5]octane-4-carboxylic acid tert-butyl ester C(C)(C)(C)OC(=O)N1C2(CC2)CNCC1